4-benzyloxy-3-[3-(trifluoromethyl)phenoxy]quinoline C(C1=CC=CC=C1)OC1=C(C=NC2=CC=CC=C12)OC1=CC(=CC=C1)C(F)(F)F